tert-butyl (S)-4-((6-((5-fluoro-4-(5-fluoro-1-(hydroxymethyl)-2,3-dihydro-1H-benzo[d]pyrrolo[1,2-a]imidazol-7-yl)pyrimidin-2-yl)amino)pyridin-3-yl)methyl)piperazine-1-carboxylate FC=1C(=NC(=NC1)NC1=CC=C(C=N1)CN1CCN(CC1)C(=O)OC(C)(C)C)C1=CC2=C(N=C3N2[C@@H](CC3)CO)C(=C1)F